BrC1=CC=2N(C=C1)N=NC2C 5-bromo-3-methyl-[1,2,3]triazolo[1,5-a]pyridine